2-((4-((2-(dimethylamino)ethyl)(methyl)amino)-3-(1-methyl-1H-pyrazol-4-yl)phenyl)amino)-5-ethynyl-8-methylpyrido[2,3-d]pyrimidin-7(8H)-one CN(CCN(C1=C(C=C(C=C1)NC=1N=CC2=C(N1)N(C(C=C2C#C)=O)C)C=2C=NN(C2)C)C)C